cyclododecylidenediphenol C1(CCCCCCCCCCC1)(C1=C(C=CC=C1)O)C1=C(C=CC=C1)O